C(C)(C)(C)OC(=O)NC=1C(=NC(=NC1)C(=O)OC)OC methyl 5-((tert-Butoxycarbonyl) amino)-4-methoxypyrimidine-2-carboxylate